CC1(CC(=C(C=C1)C1=C(C=CC=C1)N)N)C 4,4-dimethyl-2,2'-diaminobiphenyl